(S)-4-(5-(3,5-dimethylisoxazol-4-yl)-1-((trans)-3-methoxycyclobutyl)-1H-benzo[d]imidazol-2-yl)-1,3-oxazine-2-one CC1=NOC(=C1C1=CC2=C(N(C(=N2)C2=NC(OC=C2)=O)[C@@H]2C[C@H](C2)OC)C=C1)C